7-bromo-6-methoxy-2-methyl-10-(pyridin-2-yl)-9,10-dihydro-8-oxa-2,4,10a-triazanaphtho[2,1,8-cde]azulene-1(2H)-one BrC1=C(C=C2N=CC=3N(C(N4C(COC1=C2C34)C3=NC=CC=C3)=O)C)OC